1'-Ethyl-6'-fluoro-N-(4-fluoro-3-((2-hydroxyethyl)amino)benzyl)-4'-oxo-3',4'-dihydro-1'H-spiro[piperidine-4,2'-quinoline]-1-carboxamide C(C)N1C2(CC(C3=CC(=CC=C13)F)=O)CCN(CC2)C(=O)NCC2=CC(=C(C=C2)F)NCCO